3-(4-phenoxyphenyl)-4-amino-1H-pyrazolo[3,4-D]Pyrimidine O(C1=CC=CC=C1)C1=CC=C(C=C1)C1=NNC2=NC=NC(=C21)N